(S)-(oxetan-2-ylmethyl)-benzo[d]imidazole-6-carboxylic acid O1[C@H](CC1)CC=1NC2=C(N1)C=C(C=C2)C(=O)O